C(CC)[Al](CCC)CCC tri-n-propyl-aluminum